2-amino-N-[(1S)-2-amino-2-oxo-1-[[(3S)-2-oxo-3-piperidyl]methyl]ethyl]-3-cyclopropyl-propanamide NC(C(=O)N[C@H](C(=O)N)C[C@H]1C(NCCC1)=O)CC1CC1